1-(4-(4-amino-7-(1-(2-hydroxyethyl)-1H-pyrazol-4-yl)pyrrolo[2,1-F][1,2,4]triazin-5-yl)-2-methoxybenzyl)-1H-pyrazole-4-carbonitrile NC1=NC=NN2C1=C(C=C2C=2C=NN(C2)CCO)C2=CC(=C(CN1N=CC(=C1)C#N)C=C2)OC